2-{3-[(3S,5R)-3-cyclobutyl-5-methylpiperazin-1-yl]-1,2,4-triazin-6-yl}-5-(1H-pyrazol-4-yl)phenol dihydrochloride Cl.Cl.C1(CCC1)[C@H]1CN(C[C@H](N1)C)C=1N=NC(=CN1)C1=C(C=C(C=C1)C=1C=NNC1)O